5-amino-3-methyl-2,4-thiophenedicarboxylic acid diethyl ester C(C)OC(=O)C=1SC(=C(C1C)C(=O)OCC)N